3-((2-methylthiazol-5-yl)methyl)-2,4-dioxo-1,2,3,4-tetrahydrothieno[2,3-d]pyrimidine-6-sulfonyl chloride CC=1SC(=CN1)CN1C(NC2=C(C1=O)C=C(S2)S(=O)(=O)Cl)=O